1-ethyl-2-propyl trans-cyclohexane-1,2-dicarboxylate [C@@H]1([C@@H](CCCC1)C(=O)[O-])C(=O)OC(CCC)C